3-((R)-(4-Cyclopropyl-phenyl)-hydroxy-{5-[3-(tetrahydro-pyran-4-yl)-[1,2,4]oxadiazol-5-yl]-pyridin-3-yl}-methyl)-3-methyl-azetidine-1-carboxylic acid tert-butyl ester C(C)(C)(C)OC(=O)N1CC(C1)(C)[C@](C=1C=NC=C(C1)C1=NC(=NO1)C1CCOCC1)(O)C1=CC=C(C=C1)C1CC1